1-({(5R)-3-[2-Fluoro-4'-(3-methylazetidine-3-sulfonyl)[1,1'-biphenyl]-4-yl]-4,5-dihydro-1,2-oxazol-5-yl}methyl)-1H-1,2,3-triazole FC1=C(C=CC(=C1)C1=NO[C@H](C1)CN1N=NC=C1)C1=CC=C(C=C1)S(=O)(=O)C1(CNC1)C